N,N-dimethyl-methylhexanamide CN(C(C(CCCC)C)=O)C